[6-(2,3-Dihydro-benzo[1,4]dioxin-5-yl)-2-methoxy-pyridin-3-yl]-(4-{[(6-fluoro-pyridin-2-ylmethyl)-amino]-methyl}-phenyl)-amine O1CCOC2=C1C=CC=C2C2=CC=C(C(=N2)OC)NC2=CC=C(C=C2)CNCC2=NC(=CC=C2)F